C(C)(C)(C)OC([C@@H](N(C(CCl)=O)CC(=O)NC1=C(C=CC(=C1)Cl)N1N=NN=C1)CC1=CC=CC=C1)=O N-(2-((5-chloro-2-(1H-tetrazol-1-yl)phenyl)amino)-2-oxoethyl)-N-(2-chloroacetyl)phenylalanine tert-butyl ester